2,7-Diphenylfluoren C1(=CC=CC=C1)C1=CC=2CC3=CC(=CC=C3C2C=C1)C1=CC=CC=C1